N-[(1S)-2-[4-(3,5-dimethyl-1H-pyrazol-4-yl)anilino]-1-[(1R)-6-[2-(1-hydroxy-1-methyl-ethyl)-4-pyridyl]indan-1-yl]-2-oxo-ethyl]-2-methyl-pyrazole-3-carboxamide CC1=NNC(=C1C1=CC=C(NC([C@H]([C@@H]2CCC3=CC=C(C=C23)C2=CC(=NC=C2)C(C)(C)O)NC(=O)C=2N(N=CC2)C)=O)C=C1)C